OC1=CC=C(C=C1)\C=C\C1=CC=CC=C1 Trans-4-Hydroxystilbene